FC=1C(=NC(=NC1)N[C@@H]1CC[C@H](CC1)C(=O)O)C1=CC(=CC=C1)N1C(CCCC1)=O trans-4-((5-fluoro-4-(3-(2-oxopiperidin-1-yl)phenyl)pyrimidin-2-yl)amino)cyclohexane-1-carboxylic acid